2-(3-(6-((2-(1-(Cyclopropylsulfonyl)-1H-pyrazol-4-yl)pyrimidin-4-yl)amino)-4-(((1s,4s)-4-(2-hydroxypropan-2-yl)cyclohexyl)amino)pyridin-3-yl)-1-methyl-1H-pyrazol-5-yl)propan-2-ol C1(CC1)S(=O)(=O)N1N=CC(=C1)C1=NC=CC(=N1)NC1=CC(=C(C=N1)C1=NN(C(=C1)C(C)(C)O)C)NC1CCC(CC1)C(C)(C)O